N(=[N+]=[N-])CCCCCCCCCCCCBr 1-Azido-12-bromododecane